11-Azatricyclo[6.2.1.02,7]undeca-2,4,6-triene hydrochloride Cl.C12C3=CC=CC=C3C(CC1)N2